6-Chloro-N-(1-ethylpiperidin-4-yl)-2-[4-(4-{2-[(1-methyl-1H-pyrazol-5-yl)amino]ethyl}piperazin-1-yl)phenyl]-3H-imidazo[4,5-b]pyridin-7-amine ClC=1C(=C2C(=NC1)NC(=N2)C2=CC=C(C=C2)N2CCN(CC2)CCNC2=CC=NN2C)NC2CCN(CC2)CC